C(C)(C)(C)C=1C=C(C=2NC3=CC=C(C=C3C2C1)C(C)(C)C)C1=CC(=CC2=CC=CC=C12)N(C=1C=CC=2N(C3=CC=CC=C3C2C1)C1=CC=CC=C1)C=1C=CC=2N(C3=CC=CC=C3C2C1)C1=CC=CC=C1 N-(4-(3,6-di-tert-butyl-9H-carbazol-1-yl)naphthalen-2-yl)-9-phenyl-N-(9-phenyl-9H-carbazol-3-yl)-9H-carbazol-3-amine